N1C[C@H](OCC1)C1=CC=C(C=C1)NC(=O)C=1N=C(SC1)C1=NC=CN=C1 |r| (RS)-N-(4-(Morpholin-2-yl)phenyl)-2-(pyrazin-2-yl)thiazole-4-carboxamide